CC(C(=O)N)(C)N1C(COCC1)=O methyl-2-(3-oxomorpholino)propanamide